C(C=C)(=O)N1CC(CCC1)C1=C2C(=C(NC2=C(C(=C1F)F)C(=O)N)C)F 4-(1-Acryloylpiperidin-3-yl)-3,5,6-trifluoro-2-methyl-1H-indole-7-carboxamide